C(C)(C)(C)[S@@](=O)N[C@H](C)C1OC2=C(C1)C=C(C=C2C(=O)OCC)F ethyl 2-((R)-1-(((R)-tert-butylsulfinyl) amino) ethyl)-5-fluoro-2,3-dihydrobenzofuran-7-carboxylate